2-(6-((S)-((R)-1,3-dimethylpiperidin-3-yl)(hydroxy)methyl)-4-methylpyridazin-3-yl)-5-(trifluoromethyl)phenol CN1C[C@](CCC1)(C)[C@@H](C1=CC(=C(N=N1)C1=C(C=C(C=C1)C(F)(F)F)O)C)O